C1=CC=CC2=C1N1C3=C2C=CC=C3OC=3C=CC=CC13 indolo[3,2,1-kl]phenoxazine